3-(2-(3-cyano-4,6-bis(trifluoromethyl)pyridin-2-yl-amino)-N-methylacetamido)benzamide C(#N)C=1C(=NC(=CC1C(F)(F)F)C(F)(F)F)NCC(=O)N(C)C=1C=C(C(=O)N)C=CC1